2,5-Diethyl-3-methyl-4-tert.-butoxy-phenol C(C)C1=C(C=C(C(=C1C)OC(C)(C)C)CC)O